FC1=C(C=C(C=C1)C(F)(F)F)NC(=O)[C@]12[C@H]3C[C@@H]([C@@H]([C@@]2(C1)C1=CC(=CC=C1)C(F)(F)F)O3)O |r| rac-(1r,2r,4s,5r,6s)-N-(2-fluoro-5-(trifluoromethyl)phenyl)-6-hydroxy-4-(3-(trifluoromethyl)phenyl)-8-oxatricyclo[3.2.1.02,4]octane-2-carboxamide